N[C@@H]1C2=CC=CC=C2CC12CCN(CC2)C=2NC(C1=C(N2)NN=C1C(=C)C=1SC=CC1C#N)=O (S)-2-(1-(6-(1-amino-1,3-dihydro-spiro[indene-2,4'-piperidin]-1'-yl)-4-oxo-4,5-dihydro-1H-pyrazolo[3,4-d]pyrimidin-3-yl)vinyl)thiophene-3-carbonitrile